(S)-tert-butyl (2-hydroxy-3-(6-((4-methyloxazol-5-yl)methoxy)-3,4-dihydroisoquinolin-2(1H)-yl)propyl)carbamate O[C@@H](CNC(OC(C)(C)C)=O)CN1CC2=CC=C(C=C2CC1)OCC1=C(N=CO1)C